1-fluoro-4-(prop-2-yn-1-yl)benzene FC1=CC=C(C=C1)CC#C